C(OCC1=CC=CC=C1)(OC[C@@H]1[C@H]([C@@H](C(C1)=O)F)OC(=O)OCC1=CC=CC=C1)=O benzyl (((1R,2R,3S)-2-(((benzyloxy)carbonyl)oxy)-3-fluoro-4-oxocyclopentyl)methyl) carbonate